2-fluoro-N-((2R)-3-methyl-1-oxo-1-(10-oxo-7-phenyl-3,9-diazaspiro[5.5]-undec-3-yl)butan-2-yl)-5-(trifluoromethyl)benzamide FC1=C(C(=O)N[C@@H](C(N2CCC3(CC2)C(CNC(C3)=O)C3=CC=CC=C3)=O)C(C)C)C=C(C=C1)C(F)(F)F